Cl.Cl.C1N(CCC2=CC=CC=C12)C[C@H](CN1CCN(C2=C(C1=O)C=CC(=C2)OC2CC(NCC2)C)C)O 4-[(2R)-3-(3,4-dihydro-1H-isoquinolin-2-yl)-2-hydroxy-propyl]-1-methyl-8-[(2-methyl-4-piperidyl)oxy]-2,3-dihydro-1,4-benzodiazepin-5-one dihydrochloride